ClC=1C=CC2=CN(N=C2C1)CCC1CCCCC1 6-chloro-2-(2-cyclohexylethyl)-2H-indazol